3-(3-((6-(4H-1,2,4-triazol-4-yl)-1H-indazol-4-yl)oxy)propoxy)-N-(3-chloro-4-(trifluoromethoxy)benzyl)propan-1-amine N=1N=CN(C1)C1=CC(=C2C=NNC2=C1)OCCCOCCCNCC1=CC(=C(C=C1)OC(F)(F)F)Cl